CC1=CC=C(C(=O)[O-])C=C1.C[NH+](CCCCCCCCCCCCCCCC)C Dimethylpalmitylammonium 4-methylbenzoate